C(C)(C)(C1=CC=CC=C1)C1=CC=C(OC(CO)O)C=C1 para-cumyl-phenoxyethylene glycol